(S)-1-(((R)-tert-butylsulfinyl)imino)-6-carbamoyl-1,3-dihydrospiro[indene-2,4'-piperidine]-1'-carboxylic acid tert-butyl ester C(C)(C)(C)OC(=O)N1CCC2(CC1)C(C1=CC(=CC=C1C2)C(N)=O)=N[S@](=O)C(C)(C)C